4,6-dihydroxy-2,3-dimethyl-benzoic acid OC1=C(C(=C(C(=O)O)C(=C1)O)C)C